4-Butyl-4H-benzo[4,5]thieno[3,2-b]thieno[2,3-d]pyrrole C(CCC)N1C2=C(C3=C1C=CS3)SC3=C2C=CC=C3